FC(C(=O)[O-])C(=O)[O-].[B+3].FC(C(=O)[O-])C(=O)[O-].FC(C(=O)[O-])C(=O)[O-].[B+3] boron fluoromalonate